ClC1=C(OC=2C=C(C3=CC=CC=C3C2)N(C2=CC=CC=C2)C2=CC=CC=C2)C=CC=C1N(C1=CC=C(C=C1)C1=CC=CC=C1)C1=CC=C(C=C1)C1=CC=CC=C1 3-(2-chloro-3-(bis([1,1'-biphenyl]-4-yl)amino)phenoxy)-N,N-diphenylnaphthalen-1-amine